NC1=C(C(=NC=2N1N=C(C2Cl)C)NCCC=2C(N(C=CC2)CCCN)=O)C#N 7-amino-5-((2-(1-(3-aminopropyl)-2-oxo-1,2-dihydropyridin-3-yl)ethyl)amino)-3-chloro-2-methylpyrazolo[1,5-a]pyrimidine-6-carbonitrile